1-butyl-1,3,3-triethylguanidine C(CCC)N(C(=N)N(CC)CC)CC